propyl 3-(propoxythiocarbonylamino-methyl)-3,5,5-trimethylcyclohexylthiocarbamate C(CC)OC(=S)NCC1(CC(CC(C1)(C)C)NC(OCCC)=S)C